tert-butyl (4S)-4-(3,4-difluorophenyl)-3-oxo-piperidine-1-carboxylate FC=1C=C(C=CC1F)[C@H]1C(CN(CC1)C(=O)OC(C)(C)C)=O